5-(2-(4-fluoro-2-methoxyphenoxy)-4-(perfluoroethyl)benzoylamino)picolinic acid FC1=CC(=C(OC2=C(C(=O)NC=3C=CC(=NC3)C(=O)O)C=CC(=C2)C(C(F)(F)F)(F)F)C=C1)OC